COC=1C=C(C=CC1)C=1C=C(C=C2C=CC(OC12)(C)C)/C=C/C(=O)NC1=NC=C(C=C1)OC (E)-3-[8-(3-methoxyphenyl)-2,2-dimethyl-2H-chromen-6-yl]-N-(5-methoxypyridin-2-yl)acrylamide